FC1=NC(=C2N=CN(C2=N1)[C@@H]1O[C@]([C@H](C1)OCC1=CC2=CC=CC=C2C=C1)(\C=C\C)COCC1=CC2=CC=CC=C2C=C1)N 2-fluoro-9-((2R,4S,5R)-4-(naphthalen-2-ylmethoxy)-5-((naphthalen-2-ylmethoxy)methyl)-5-((E)-prop-1-en-1-yl)tetrahydrofuran-2-yl)-9H-purin-6-amine